(S)-N-Boc-1-phenyl-2-propylamine C(=O)(OC(C)(C)C)N[C@H](CC1=CC=CC=C1)C